C(C(C)C)NC(C=CCCCCC#CC#C)=O undec-2-ene-8,10-diynoic acid isobutyl amide